3-hydroxyvaleryl-CoA OC(CC(=O)SCCNC(CCNC([C@@H](C(COP(OP(OC[C@@H]1[C@H]([C@H]([C@@H](O1)N1C=NC=2C(N)=NC=NC12)O)OP(=O)(O)O)(=O)O)(=O)O)(C)C)O)=O)=O)CC